(3-(((4-(2-((6-(isoxazol-4-yl)-1H-pyrazolo[4,3-c]pyridin-4-yl)amino)ethoxy)butyl)amino)methyl)-5-(trifluoromethoxy)phenyl)methanol O1N=CC(=C1)C1=CC2=C(C(=N1)NCCOCCCCNCC=1C=C(C=C(C1)OC(F)(F)F)CO)C=NN2